(Z)-N-hydroxy-4-(2-methoxypyrimidin-5-yl)cyclohexane tert-butyl-(6-bromo-[1,2,4]triazolo[4,3-a]pyridin-8-yl)carbamate C(C)(C)(C)N(C(O)=O)C=1C=2N(C=C(C1)Br)C=NN2.ON2C(N=CC(=C2)C2CCCCC2)OC